CNC=1C(=NC=C(C1)C#CC1=C(C=CC=C1)NS(=O)(=O)C=1C(=CC=C2C=CC=NC12)C)C(=O)O 3-(methylamino)-5-{2-[2-(7-methylquinoline-8-sulfonamido)phenyl]-ethynyl}pyridine-2-carboxylic acid